(((((benzene-1,3,5-triyltris(oxy))tris(carbonyl))tris(oxy))tris(propane-3,1-diyl))tris(sulfanediyl))tris(ethane-2,1-diyl) tris(3-(isocyanato methyl)benzylcarbamate) N(=C=O)CC=1C=C(CNC(OCCSCCCOC(=O)OC=2C=C(C=C(C2)OC(=O)OCCCSCCOC(NCC2=CC(=CC=C2)CN=C=O)=O)OC(=O)OCCCSCCOC(NCC2=CC(=CC=C2)CN=C=O)=O)=O)C=CC1